PRENYL CAPROATE C(CCCCC)(=O)OCC=C(C)C